1-vinylimidazolium iodid [I-].C(=C)N1C=[NH+]C=C1